5-fluoro-8-quinolineacrylic acid FC1=C2C=CC=NC2=C(C=C1)C=CC(=O)O